CC1=NN(C(C1C(=O)NC=1N(C=CN1)C)=O)C1=CC=CC=C1 3-methyl-N-(1-methyl-1H-imidazol-2-yl)-5-oxo-1-phenyl-4,5-dihydro-1H-pyrazole-4-carboxamide